N-[5-(hydroxymethyl)-2-pyridyl]cyclopropanesulfonamide OCC=1C=CC(=NC1)NS(=O)(=O)C1CC1